N6-(tert-butoxycarbonyl)-N2-(6-((tert-butoxycarbonyl)amino)hexanoyl)-L-lysine C(C)(C)(C)OC(=O)NCCCC[C@H](NC(CCCCCNC(=O)OC(C)(C)C)=O)C(=O)O